2-aminobutane-1,4-dithiolate NC(C[S-])CC[S-]